(4E)-3,3-dimethyl-5-[(1R)-2,2,3-trimethyl-3-cyclopenten-1-yl]-4-penten-2-ol CC(C(C)O)(\C=C\[C@@H]1C(C(=CC1)C)(C)C)C